[F-].C(CCCCC)[N+]1(CCCC1)CCCC 1-hexyl-1-butylpyrrolidinium fluoride